4-(1-(3-methyl-2-((3-(oxetan-3-yl)benzyl)oxy)butyrylamino)cyclopropyl)benzoic acid CC(C(C(=O)NC1(CC1)C1=CC=C(C(=O)O)C=C1)OCC1=CC(=CC=C1)C1COC1)C